C(CCCCCCCCCCC)N(CCCC1(CC(=CC(=C1)C(=O)NCCCN(CCCCCCCCCCCC)CCCCCCCCCCCC)C(=O)NCCCN(CCCCCCCCCCCC)CCCCCCCCCCCC)C(=O)N)CCCCCCCCCCCC 1,N3,N5-tris[3-(didodecylamino)propyl]-1,3,5-benzenetricarboxamide